N-(2-(4-(4-cyclobutylpiperazine-1-yl)piperidine-1-yl)-5-((6-((R)-3-(3-fluorophenyl)isoxazolidine-2-yl)pyrimidine-4-yl)amino)-4-methoxyphenyl)acrylamide C1(CCC1)N1CCN(CC1)C1CCN(CC1)C1=C(C=C(C(=C1)OC)NC1=NC=NC(=C1)N1OCC[C@@H]1C1=CC(=CC=C1)F)NC(C=C)=O